[Rb].OC1=C(C(C)(C)C=2C=C(C=C(C2)N2N=C3C(=N2)C=CC=C3)C(C3=CC=CC=C3)(C)C)C=CC=C1 2-(2'-hydroxy-3',5'-bis(α,α-dimethylbenzyl)phenyl)benzotriazole rubidium